methyl 7-chloro-1-methyl-4-oxo-5H-imidazolo[1,5-a]quinoxalin-8-carboxylate ClC=1C=C2NC(C=3N(C2=CC1C(=O)OC)C(=NC3)C)=O